(1R,2S,5S)-3-(6-fluoro-1H-indole-2-carbonyl)-N-((S)-1-hydroxy-3-((S)-2-oxopyrrolidin-3-yl)propan-2-yl)-6,6-dimethyl-3-azabicyclo[3.1.0]hexane-2-carboxamide FC1=CC=C2C=C(NC2=C1)C(=O)N1[C@@H]([C@H]2C([C@H]2C1)(C)C)C(=O)N[C@H](CO)C[C@H]1C(NCC1)=O